2-(4-cyclopropyl-6-methoxypyrimidin-5-yl)-9-(4-(1-isopropyl-4-(trifluoromethyl)-1H-imidazol-2-yl)benzyl)-7-(trifluoroethyl)-9H-pyrimido[4,5-b]indole C1(CC1)C1=NC=NC(=C1C=1N=CC2=C(N(C3=CC(=CC=C23)CC(F)(F)F)CC2=CC=C(C=C2)C=2N(C=C(N2)C(F)(F)F)C(C)C)N1)OC